CCOP(=S)(OCC)SCSC(C)(C)C The molecule is an organic thiophosphate, an organothiophosphate insecticide and an organosulfur compound. It has a role as an EC 3.1.1.7 (acetylcholinesterase) inhibitor, an agrochemical and a nematicide.